S(=O)(=O)(OC)ON1N=CC(=C(C1=O)Cl)N1CC=2N(CC1)C(=CN2)C(C2=C(C=C(C=C2)F)C(F)(F)F)=O methyl (5-chloro-4-(3-(4-fluoro-2-(trifluoromethyl) benzoyl)-5,6-dihydroimidazo[1,2-a]pyrazin-7(8H)-yl)-6-oxopyridazin-1(6H)-yl) sulfate